9-Isopropoxy-8-(2-methoxy-ethoxy)-6,6-dimethyl-11-oxo-6,11-dihydro-5H-benzo[b]carbazole-3-carbonitrile C(C)(C)OC1=CC2=C(C(C=3NC4=CC(=CC=C4C3C2=O)C#N)(C)C)C=C1OCCOC